C12CN(CC(C1)C2)CCN 2-(3-azabicyclo[3.1.1]heptan-3-yl)ethan-1-amine